2-(tert-butyl) 3-methyl (1R,3R,4R,5S)-5-(trifluoromethoxy)-2-azabicyclo[2.2.1]heptane-2,3-dicarboxylate FC(O[C@@H]1[C@H]2[C@@H](N([C@@H](C1)C2)C(=O)OC(C)(C)C)C(=O)OC)(F)F